(S)-4,4,4-trifluoro-3-((2-methylene-4-oxo-4-(1-(4-(trifluoromethyl)phenyl)cyclobutoxy)butanoyl)oxy)butanoic acid FC([C@H](CC(=O)O)OC(C(CC(OC1(CCC1)C1=CC=C(C=C1)C(F)(F)F)=O)=C)=O)(F)F